ClC1=CC=C(C(=N1)OC(F)F)[N+](=O)[O-] 6-chloro-2-(difluoromethoxy)-3-nitropyridine